1-[(1R,3R,5R)-2,6-dioxabicyclo[3.2.0]heptan-3-yl]-5-methylpyrimidine [C@@H]12O[C@H](C[C@H]2OC1)N1CN=CC(=C1)C